[5-(4-hexyloxy-1,2,5-thiadiazol-3-yl)-1-methyl-3,6-dihydro-2H-pyridin-1-ium-1-yl]methyl undecanoate chloride [Cl-].C(CCCCCCCCCC)(=O)OC[N+]1(CCC=C(C1)C1=NSN=C1OCCCCCC)C